C(C#CC)N1C(=NC=2N(C(N(C(C12)=O)CC1=C(C(=O)O)C=C(C=C1)Cl)=O)C)N1CC(CCC1)NC(=O)OC(C)(C)C 2-((7-(but-2-yn-1-yl)-8-(3-((tert-butoxycarbonyl)amino)piperidin-1-yl)-3-methyl-2,6-dioxo-2,3,6,7-tetrahydro-1H-purin-1-yl)methyl)-5-chlorobenzoic acid